2,4-dimethyl-3-(4-((S)-2-(1,2,3,4-tetrahydropyrrolo[1,2-a]pyrazine-6-carboxamido)-2-((1r,4S)-4-(trifluoromethyl)cyclohexyl)acetamido)phenyl)pyridine 1-oxide CC1=[N+](C=CC(=C1C1=CC=C(C=C1)NC([C@H](C1CCC(CC1)C(F)(F)F)NC(=O)C1=CC=C2N1CCNC2)=O)C)[O-]